C(C1=CC=CC=C1)OC1=CC=C(C(N1)=O)N1C(C2=CC=C(C=C2[C@@H]1C)N1[C@@H](CN(CC1)C1CC(C1)OC1CCN(CC1)C(=O)OC(C)(C)C)C)=O tert-butyl 4-[(1r,3r)-3-[(3R)-4-[(3S)-2-[6-(benzyloxy)-2-oxo-1H-pyridin-3-yl]-3-methyl-1-oxo-3H-isoindol-5-yl]-3-methylpiperazin-1-yl]cyclobutoxy]piperidine-1-carboxylate